4-[(3R)-3-(cyclobutylmethylamino)-1-piperidyl]-1-[1-[4-(5-methoxy-3-pyridyl)triazol-1-yl]ethyl]pyridin-2-one C1(CCC1)CN[C@H]1CN(CCC1)C1=CC(N(C=C1)C(C)N1N=NC(=C1)C=1C=NC=C(C1)OC)=O